pyridine-2,6-dicarboxylic acid hydrazide N1=C(C=CC=C1C(=O)O)C(=O)NN